ethyl 2,4-dioxohexanoate O=C(C(=O)OCC)CC(CC)=O